COC1=CC=C(C=C1)C1=NN2C(=NC=3C=CC(=CC3C2=N1)C)N[C@H]1C(NCCNC1)=O (6R)-6-{[2-(4-methoxyphenyl)-9-methyl-[1,2,4]triazolo[1,5-c]quinazolin-5-yl]amino}-1,4-diazepan-5-one